N,N'-bis[2-(3,4-dimethoxyphenyl)ethyl]pentanediamine COC=1C=C(C=CC1OC)CCNC(CCCC)NCCC1=CC(=C(C=C1)OC)OC